FC=1C(=C(C=C(C1)F)CNC(=O)C=1C(=NC=C(C1)C=1C=CC=2N(N1)C=C(N2)NC(C)=O)OC)OC2COC2 N-{[3,5-difluoro-2-(oxetan-3-yloxy)phenyl]methyl}-5-{2-acetamidoimidazo[1,2-b]pyridazin-6-yl}-2-methoxypyridine-3-carboxamide